4-amino-N-(6-cyano-2,3-dihydrobenzofuran-3-yl)-N-cyclopropyl-imidazo[1,5-a]quinoxaline-8-carboxamide NC=1C=2N(C3=CC(=CC=C3N1)C(=O)N(C1CC1)C1COC3=C1C=CC(=C3)C#N)C=NC2